CO[C@@H]1CN(C[C@@H]1OC)C=1C=C(C=C(C1F)F)[C@@H]1[C@@H](C1)C=1C=NC(=NC1)C1=NC=CC=N1 cis-5-(2-(3-((3R,4S)-3,4-dimethoxypyrrolidin-1-yl)-4,5-difluorophenyl)cyclopropyl)-2,2'-bipyrimidine